BrC=1C=CC(=NC1)N[C@H](C(=O)O)CCN(CCCCC1=NC=2NCCCC2C=C1)C[C@@H](C)OC (S)-2-((5-bromopyridin-2-yl)amino)-4-(((R)-2-methoxypropyl)(4-(5,6,7,8-tetrahydro-1,8-naphthyridin-2-yl)butyl)amino)butanoic acid